C(C)(C)(C)C1=C2C=CC=NC2=C2C(=N1)C=CC(=C2)OC2=CC=1N(C3=CC=CC=C3C1C=C2)C2=NC=CC(=C2)C(C)(C)C 5-(tert-butyl)-9-((9-(4-(tert-butyl)pyridin-2-yl)-9H-carbazol-2-yl)oxy)benzo[h][1,6]naphthyridine